tert-butyl (R)-((3-(3-(4,4-difluoroazepan-1-yl)-5-methyl-6-(trifluoromethyl)pyridazine-4-carboxamido)phenyl)(methyl)(oxo)-λ6-sulfaneylidene)carbamate FC1(CCN(CCC1)C=1N=NC(=C(C1C(=O)NC=1C=C(C=CC1)[S@](=O)(C)=NC(OC(C)(C)C)=O)C)C(F)(F)F)F